N-(6-chloro-5-(2-cyclopropoxy-1-hydroxyethyl)pyridazin-3-yl)pivalamide ClC1=C(C=C(N=N1)NC(C(C)(C)C)=O)C(COC1CC1)O